FC1=NC=CC2=C1C(N1C(CO2)CN(CC1)C(=O)[O-])=O fluoro-12-oxo-6a,7,9,10-tetrahydro-6H-pyrazino[2,1-c]pyrido[3,4-f][1,4]oxazepine-8(12H)-carboxylate